COC(=O)N1CCCCC1 methylpiperidin-1-carboxylate